C1(=CC=CC=C1)CCC1=CC=CC=C1 1,2-diphenyl-ethane